The molecule is a trisaccharide consisting of two alpha-D-glucopyranose residues and an alpha-D-galactopyranose residue joined in sequence by (1->2) and (1->3) glycosidic bonds. It derives from an alpha-D-Glcp-(1->2)-alpha-D-Glcp and an alpha-D-Glcp-(1->3)-alpha-D-Galp. C([C@@H]1[C@@H]([C@@H]([C@H]([C@H](O1)O)O)O[C@@H]2[C@@H]([C@H]([C@@H]([C@H](O2)CO)O)O)O[C@@H]3[C@@H]([C@H]([C@@H]([C@H](O3)CO)O)O)O)O)O